NC1=NC=CC=C1C1=NC=2C(=NC(=CC2)C2=CC=CC=C2)N1C=1C=CC(=NC1)NCC1CC2(CC(C2)C(=O)O)C1 6-[[[5-[2-(2-amino-3-pyridyl)-5-phenyl-imidazo[4,5-b]pyridin-3-yl]-2-pyridyl]amino]methyl]spiro[3.3]heptane-2-carboxylic acid